C(C)(C)(C)OC(=O)NC(C(CCC)CS(=O)(=O)O)([2H])[2H].FC1=C(C(=CC=C1)OC)C=1C=CC2=C(N(N=C2C1)C)C1CN(CCC1)C(C=C)=O 1-(3-(6-(2-fluoro-6-methoxyphenyl)-2-methyl-2H-indazol-3-yl)piperidin-1-yl)prop-2-en-1-one 1-[(tert-butoxycarbonylamino)-dideuterio-methyl]Butyl-methanesulfonate